3-(5-bromo-3-((2-(2-ethoxy-2-oxoethyl)phenoxy)methyl)-2H-indazol-2-yl)azetidine-1-carboxylic acid ethyl ester C(C)OC(=O)N1CC(C1)N1N=C2C=CC(=CC2=C1COC1=C(C=CC=C1)CC(=O)OCC)Br